FC1=C(C(=CC=2N(C(=NC21)S(=O)(=O)C)COCC[Si](C)(C)C)F)I 2-[(4,6-difluoro-5-iodo-2-methyl-sulfonyl-benzimidazol-1-yl)methoxy]ethyl-trimethyl-silane